ClC1=CC=C(C=C1)C1(CC1)C(=O)O 1-(4-chlorophenyl)cyclopropane-1-carboxylic acid